C(C1=CC=CC=C1)SC1=C2CN(C(C2=CC=C1)=O)C1C(NC(CC1)=O)=O 3-(4-(benzylthio)-1-oxoisoindolin-2-yl)piperidine-2,6-dione